C(C)(C)(C)N1N=C(C(=C1Cl)C=O)C(C)(C)C 1,3-DI-TERT-BUTYL-5-CHLORO-1H-PYRAZOLE-4-CARBALDEHYDE